(S)-N-((S)-1-(2,4-difluorophenyl)ethyl)-2-(2,4-dioxo-1,4-dihydroquinazolin-3(2H)-yl)propanamide FC1=C(C=CC(=C1)F)[C@H](C)NC([C@H](C)N1C(NC2=CC=CC=C2C1=O)=O)=O